NC1=CC=C(C=C1)NC(=S)N 1-(4-aminophenyl)thiourea